N-(8-azabicyclo[3.2.1]octan-3-yl)-2-(1H-imidazol-1-yl)isonicotinamide dihydrochloride Cl.Cl.C12CC(CC(CC1)N2)NC(C2=CC(=NC=C2)N2C=NC=C2)=O